C1(CC1)CNC1=C2C(=NC(=C1)NCC(=O)O)C=C(S2)C2=CC=NN2 2-(7-(cyclopropylmethylamino)-2-(1H-pyrazol-5-yl)thieno[3,2-b]pyridin-5-ylamino)acetic acid